3-bromo-2-fluoro-6-(difluoromethyl)benzaldehyde BrC=1C(=C(C=O)C(=CC1)C(F)F)F